BrC1=C(C=C2C(=NC(=NC2=C1F)Cl)N1CCN(CC1)C(=O)OC(C)(C)C)OC(F)F tert-butyl 4-[7-bromo-2-chloro-6-(difluoromethoxy)-8-fluoro-quinazolin-4-yl]piperazine-1-carboxylate